C(C1=CC=CC=C1)OC(=O)NCC(=O)NCC(=O)N[C@@H](CC1=CC=CC=C1)C(=O)O N-[(benzyloxy)carbonyl]glycylglycyl-L-phenylalanine